5-(2-ethyl)butanoyl-3-(octahydro-2H-quinolizin-2-yl)-benzofuran CCCCCC(=O)C=1C=CC2=C(C(=CO2)C2CC3CCCCN3CC2)C1